2-([1,1'-biphenyl]-4-yl)-4-bromo-6-phenylpyridine C1(=CC=C(C=C1)C1=NC(=CC(=C1)Br)C1=CC=CC=C1)C1=CC=CC=C1